oxalic acid triazolate N1N=NC(=C1)C(=O)O.C(C(=O)O)(=O)O